Cl.NC/C(/CN1N=CN(C1=O)CC=1SC(=CC1)C1=CNC2=NC=CC=C21)=C\F 2-[(2E)-2-(aminomethyl)-3-fluoroprop-2-en-1-yl]-4-[5-(1H-pyrrolo[2,3-b]pyridin-3-yl)thiophen-2-yl]methyl-2,4-dihydro-3H-1,2,4-triazol-3-one hydrochloride